N-cyclopentyl-4-(3-(2-ethoxyphenyl)-7H-[1,2,4]triazolo[3,4-b][1,3,4]thiadiazin-6-yl)aniline C1(CCCC1)NC1=CC=C(C=C1)C1=NN2C(SC1)=NN=C2C2=C(C=CC=C2)OCC